(4-cyclopropyl-1H-imidazol-1-yl)-3,5-dimethylisoindolin-1-one C1(CC1)C=1N=CN(C1)N1C(C2=CC=C(C=C2C1C)C)=O